4-[5-chloro-1-methyl-4-(trifluoromethyl)imidazol-2-yl]-3-fluoro-benzonitrile ClC1=C(N=C(N1C)C1=C(C=C(C#N)C=C1)F)C(F)(F)F